C(CCCCC(=O)O)(=O)O.C(CCCCC(=O)OCC(COC(CC(CCCCC)CCCCC)=O)(COC(CC(CCCCC)CCCCC)=O)COC(CCCN(C)C)=O)(=O)OCCCCCCCCCC Decyl 2-({[4-(dimethylamino)butanoyl]oxy}methyl)-3-[(3-pentyloctanoyl)oxy]-2-{[(3-pentyloctanoyl)oxy]methyl}propyl Hexanedioate Hexanedioate